C(C)(C)(C)C1=NN2C(N=C(C3=CC=CC=C23)NC2=C(C=CC=C2)S(=O)(=O)NC2=NC(=CC(=N2)C)C)=C1 ((2-(tert-butyl)pyrazolo[1,5-a]quinazolin-5-yl)amino)-N-(4,6-dimethylpyrimidin-2-yl)benzenesulfonamide